C(C)OC(CN1[C@H](C[C@@H](CC1)CCCOC1=C(C(=CC=C1)Br)C)C)=O.BrC=1C(OC2=CC(=CC=C2C1)C(C)=O)(C)C 1-(3-bromo-2,2-dimethyl-2H-chromen-7-yl)ethan-1-one ethyl-2-((2S,4R)-4-(3-(3-bromo-2-methylphenoxy)propyl)-2-methylpiperidin-1-yl)acetate